COC([C@H](CC(CC)=C)N)=O (S)-2-amino-4-methylenehexanoic acid methyl ester